OC=1C=C(C(=O)O[C@H]2[C@H](OC3=CC(=CC(=C3C2)O)O)C2=CC(C(=C3C(=C2)C(=CC(=C3O)O)[C@H]3OC2=CC(=CC(=C2C[C@H]3O)O)O)O)=O)C=C(C1O)O (2R,3R)-5,7-dihydroxy-2-(3,4,5-trihydroxy-6-oxo-1-((2R,3R)-3,5,7-trihydroxychroman-2-yl)-6H-benzo[7]annulen-8-yl)chroman-3-yl 3,4,5-trihydroxybenzoate